methyl 1-amino-2-(3-((methylsulfonyl) oxy)-1-(4-nitrophenyl) propyl)-4-(4-phenoxyphenyl)-1H-imidazole-5-carboxylate NN1C(=NC(=C1C(=O)OC)C1=CC=C(C=C1)OC1=CC=CC=C1)C(CCOS(=O)(=O)C)C1=CC=C(C=C1)[N+](=O)[O-]